C(C1=CC=CC=C1)NC(=O)NC1=CC=C(C2=CC=CC=C12)OCC1=CC=C(C=C1)OCCN1CCCCC1 1-benzyl-3-(4-((4-(2-(piperidine-1-yl)ethoxy)benzyl)oxy)naphthalen-1-yl)urea